FC(C=1C=NC(=NC1)C1CCN(CC1)C(=O)C1=CN(C=C1)CCC)(F)F 1-(3-(4-(5-(trifluoromethyl)pyrimidin-2-yl)piperidine-1-carbonyl)-1H-pyrrol-1-yl)propane